(S)-N-(5-(2-(2-aminopyridin-3-yl)-5-(5-methyl-1,3,4-thiadiazol-2-yl)-3H-imidazo[4,5-b]pyridin-3-yl)-2,3-dihydro-1H-inden-1-yl)acetamide NC1=NC=CC=C1C1=NC=2C(=NC(=CC2)C=2SC(=NN2)C)N1C=1C=C2CC[C@@H](C2=CC1)NC(C)=O